ClC=1C=C(C2=C([C@H](CO2)O)C1)S(=O)(=O)NC1=C(C(=C(C=C1)F)C=1C=C2C=NC(=NC2=C(C1)CC)NC1CCN(CC1)C)F (3R)-5-chloro-N-(3-{8-ethyl-2-[(1-methylpiperidin-4-yl)amino]quinazolin-6-yl}-2,4-difluorophenyl)-3-hydroxy-2,3-dihydro-1-benzofuran-7-sulfonamide